(2-amino-3-isopropylphenyl)(cyclobutyl)methanol NC1=C(C=CC=C1C(C)C)C(O)C1CCC1